C(C)OC(C(=C)CC1NCCCC1)=O 2-piperidinemethacrylic acid ethyl ester